C(C)(C)(C)OC(=O)N1CC(C1)C1CN(CCC1)CCS(=O)(=O)N1CCOCC1 3-[1-(2-morpholinylsulfonylethyl)-3-piperidinyl]Azetidine-1-carboxylic acid tert-butyl ester